The molecule is conjugate acid of (S)-coclaurine arising from protonation of the isoquinoline nitrogen. It is a conjugate acid of a (S)-coclaurine. COC1=C(C=C2[C@@H]([NH2+]CCC2=C1)CC3=CC=C(C=C3)O)O